COC1=C(C=C(C=C1)C)CC(=O)O (2-methoxy-5-methylphenyl)acetic acid